3-(dimethylamino)-1-(2-fluoro-6-((4-methoxybenzyl)oxy)phenyl)prop-2-en-1-one (propargyl)borate C(C#C)OB(O)O.CN(C=CC(=O)C1=C(C=CC=C1OCC1=CC=C(C=C1)OC)F)C